(2-(6,7-dimethoxyquinazolin-4-yl)-2-azaspiro[3.3]heptan-6-yl)methanesulfonamide COC=1C=C2C(=NC=NC2=CC1OC)N1CC2(C1)CC(C2)CS(=O)(=O)N